ClC=1C=C(C=NC1)CN1N=C(C=CC1=O)C=1C=NC(=CC1)OC(F)F 2-((5-chloropyridin-3-yl)methyl)-6-(6-(difluoromethoxy)pyridin-3-yl)pyridazin-3(2H)-one